N1=CC(=CC=C1)NC1=NN2C(C(=CC=C2)C2=CC=C3C=CC=C(C3=C2)OCP(O)(O)=O)=N1 [7-[2-(3-pyridylamino)-[1,2,4]triazolo[1,5-a]pyridin-8-yl]-1-naphthyl]oxymethylphosphonic acid